[4-[5-(2-fluoro-1,1-dimethyl-ethyl)-1,2,4-oxadiazol-3-yl]phenyl]-[4-(5-methyloxazolo[4,5-b]pyridin-2-yl)piperazin-1-yl]methanone FCC(C)(C)C1=NC(=NO1)C1=CC=C(C=C1)C(=O)N1CCN(CC1)C=1OC=2C(=NC(=CC2)C)N1